BrC1=C(OC[C@@H](O)C2=CC=C(C=C2)Cl)C(=CC=C1F)I (1S)-2-(2-bromo-3-fluoro-6-iodo-phenoxy)-1-(4-chlorophenyl)ethanol